Oleoyl-L-proline C(CCCCCCC\C=C/CCCCCCCC)(=O)N1[C@@H](CCC1)C(=O)O